(R)-N-(Methyl-d3)-3-(1-(7-(1-methyl-1H-pyrazol-5-yl)-4-oxoquinazolin-3(4H)-yl)ethyl)benzamide C(NC(C1=CC(=CC=C1)[C@@H](C)N1C=NC2=CC(=CC=C2C1=O)C1=CC=NN1C)=O)([2H])([2H])[2H]